glutamic acid dipotassium salt [K+].[K+].N[C@@H](CCC(=O)[O-])C(=O)[O-]